Acryl azide C(=O)(C=C)N=[N+]=[N-]